C(C)(C)(C)NC(C[C@H]1OB(OC1=O)[C@H](CC(C)C)NC([C@H](CC1=CC=CC=C1)NC(=O)C1=NC=CN=C1)=O)=O N-((S)-1-(((R)-1-((R)-4-(2-(tert-butylamino)-2-oxoethyl)-5-oxo-1,3,2-dioxaborolan-2-yl)-3-methylbutyl)amino)-1-oxo-3-phenylpropan-2-yl)pyrazine-2-carboxamide